C(C)OC(CC(=O)C=1C=NN(C1)C)=O.[F-].C(CCCCCCCCCCC)[NH+]1C(CCC1)CC 1-Dodecyl-2-ethylpyrrolidinium fluorid ethyl-3-(1-methyl-1H-pyrazol-4-yl)-3-oxopropanoate